2-(2-chloro-4-((R)-3-methylmorpholinyl)thieno[3,2-d]Pyrimidin-7-yl)-2-methanesulfonyl-acetonitrile ClC=1N=C(C2=C(N1)C(=CS2)C(C#N)S(=O)(=O)C)N2[C@@H](COCC2)C